ClC=1C(=CC(=C(C1)S(=O)(=O)NC=1N=CSC1)F)NCC=1C(=CC=C2C=CNC12)F 5-chloro-2-fluoro-4-(((6-fluoro-1H-indol-7-yl)methyl)amino)-N-(thiazol-4-yl)benzenesulfonamide